N[C@H]1CS(C2=C(N(C1=O)CC1=CC=C(C=C1)C1=NC=C(C=C1)C(F)(F)F)C=C(C=C2)C=2OC(=NN2)N2CCC(CC2)(F)F)(=O)=O (3R)-3-amino-7-[5-(4,4-difluoro-1-piperidinyl)-1,3,4-oxadiazol-2-yl]-1,1-dioxo-5-[[4-[5-(trifluoromethyl)-2-pyridinyl]phenyl]methyl]-2,3-dihydro-1λ6,5-benzothiazepine-4-One